ClC1=C(C=C(C=C1)F)C1=CC=C(N=N1)NC1C[C@@H]2[C@@H](CN(C2)CC2=COC=C2)C1 (3aR,5s,6aS)-N-[6-(2-chloro-5-fluoro-phenyl)pyridazin-3-yl]-2-(3-furylmethyl)-3,3a,4,5,6,6a-hexahydro-1H-cyclopenta[c]pyrrol-5-amine